ClC1=CC=C(C(=N1)N1S(CCC1)(=O)=O)C(C)=O 1-[6-chloro-2-(1,1-dioxo-1,2-thiazolidine-2-yl)-3-pyridinyl]ethanone